Di-ammonium 2,2'-Azino-bis(3-ethylbenzothiazoline-6-sulfonic acid) N(N=C1SC2=C(N1CC)C=CC(=C2)S(=O)(=O)O)=C2SC1=C(N2CC)C=CC(=C1)S(=O)(=O)O.[NH4+].[NH4+]